C1=CC=CC2=C1C1=C3C=CC=CC3=CC=C1C1=CC=CC=C21 benzo[g]chrysene